C(=O)(OC(C)(C)C)N[C@H](CC(C)C)C(=O)O N-Boc-D-Leucine